2-(2-Chloro-4-nitrophenyl)-2-methylmalonate ClC1=C(C=CC(=C1)[N+](=O)[O-])C(C(=O)[O-])(C(=O)[O-])C